4-(2-amino-5-fluoro-3-isopropylphenyl)-N,N-dimethylpyridine-2-amine NC1=C(C=C(C=C1C(C)C)F)C1=CC(=NC=C1)N(C)C